1H-tetrazol-5-amine N1N=NN=C1N